BrC=1C=C(C=CC1)SC1=CC(=C(N)C=C1)F 4-[(3-bromophenyl)sulfanyl]-2-fluoroaniline